ClC=1C=CC(=C(C1)S(=O)(=O)NC1=CC=C(C=C1)C1=NC(=C2C(=N1)NN=C2C)NCCN(C)CCO)F 5-chloro-2-fluoro-N-[4-[4-([2-[(2-hydroxyethyl)(methyl)amino]ethyl]amino)-3-methyl-1H-pyrazolo[3,4-d]pyrimidin-6-yl]phenyl]benzenesulfonamide